N-but-3-enyl-3,3-difluorocyclobutanamine C(CC=C)NC1CC(C1)(F)F